Cl.Cl.Cl.C(C)NC(NC1=NN(C(=C1)CN1CCN(CC1)C=1C=CC(=NC1C)C(=O)NC)C)=O 5-(4-((3-(3-ethylureido)-1-methyl-1H-pyrazol-5-yl)methyl)piperazin-1-yl)-N,6-dimethylpicolinamide trihydrochloride